ClC1=NC2=CC=C(C=C2C(=N1)N[C@@H](C[C@@H]1CC[C@@H](CC1)C1=CC=NC2=CC=C(C=C12)F)C)Cl 2,6-dichloro-N-((R)-1-((cis)-4-(6-fluoroquinolin-4-yl)cyclohexyl)propan-2-yl)quinazolin-4-amine